Benzyl ((S)-2-((4-((((S)-2-amino-3,3,3-trifluoropropyl)amino)methyl)pyridin-2-yl)amino)-1-((1s,4R)-4-methylcyclohexyl)-2-oxoethyl)carbamate N[C@@H](CNCC1=CC(=NC=C1)NC([C@H](C1CCC(CC1)C)NC(OCC1=CC=CC=C1)=O)=O)C(F)(F)F